1-((3S,4R)-3-Fluoropiperidin-4-yl)-3-(4-phenoxyphenyl)-1H-pyrazolo[3,4-d]pyrimidin-4-amine F[C@H]1CNCC[C@H]1N1N=C(C=2C1=NC=NC2N)C2=CC=C(C=C2)OC2=CC=CC=C2